O=C1C2CC3CCCC(N3C1)C2 octahydro-3-oxo-2,6-methano-2H-quinolizin